FC1=C(C=CC=C1C(F)(F)F)C(C(=O)N1CC2=C(CCC1)N=C(NC2=O)C2(CC2)C2=CC(=CC=C2)F)O 6-(2-(2-fluoro-3-(trifluoromethyl)phenyl)-2-hydroxyacetyl)-2-(1-(3-fluorophenyl)cyclopropyl)-3,5,6,7,8,9-hexahydro-4H-pyrimido[5,4-c]azepin-4-one